4-(3-fluoro-2-pyridinyl)-7-(4-methyl-1,3-thiazol-5-yl)-2-(2-(2-propenoyl)-2,6-diazaspiro[3.4]octan-6-yl)-5,6,7,8-tetrahydro-1,7-naphthyridine-3-carbonitrile FC=1C(=NC=CC1)C1=C(C(=NC=2CN(CCC12)C1=C(N=CS1)C)N1CC2(CN(C2)C(C=C)=O)CC1)C#N